2-(3-(((1R,2R,3S,5S)-2-fluoro-1,5,7-trimethyl-9-azabicyclo[3.3.1]nonan-3-yl)(methyl)amino)-1,2,4-triazin-6-yl)-5-(1H-imidazol-1-yl)phenol F[C@H]1[C@]2(CC(C[C@@](C[C@@H]1N(C=1N=NC(=CN1)C1=C(C=C(C=C1)N1C=NC=C1)O)C)(N2)C)C)C